methyl (S)-3-(N-methyl-2-(2,2,7-trifluoro-3-oxo-6-(perfluorophenyl)-2,3-dihydro-4H-benzo[b][1,4]oxazin-4-yl)propanamido)propanoate CN(C([C@H](C)N1C2=C(OC(C1=O)(F)F)C=C(C(=C2)C2=C(C(=C(C(=C2F)F)F)F)F)F)=O)CCC(=O)OC